2-((S)-2-((R)-3-methyl-1-((S)-3-phenyl-2-(pyrazine-2-carboxamido)propanamido)butyl)-4-(2-(methylamino)-2-oxoethyl)-5-oxo-1,3,2-dioxaborolan-4-yl)acetic acid CC(C[C@H](NC([C@H](CC1=CC=CC=C1)NC(=O)C1=NC=CN=C1)=O)B1OC([C@](O1)(CC(=O)NC)CC(=O)O)=O)C